(3-Nitro-4-(prop-1-en-2-yl)phenyl)(propyl)carbamic acid tert-butyl ester C(C)(C)(C)OC(N(CCC)C1=CC(=C(C=C1)C(=C)C)[N+](=O)[O-])=O